C1(=C(C=CC=C1)NS(=O)(=O)C)C1=CC=CC=C1 N-([1,1-biphenyl]-2-yl)methanesulfonamide